Phenyl (2-chloro-6-cyanophenyl)carbamate ClC1=C(C(=CC=C1)C#N)NC(OC1=CC=CC=C1)=O